C(C)(C)NC=1N=CC2=C(N1)C(=NC(=C2)C=C)N N-isopropyl-6-vinylpyrido[3,4-d]pyrimidine-2,8-diamine